NC1=C(C(C2=C(N=C3N(C2=O)CCS3)O1)C=1SC=CC1)C#N 8-amino-6-(thien-2-yl)-5-oxo-2,3-dihydro-5H,6H-pyrano[2,3-d][1,3]thiazolo[3,2-a]pyrimidine-7-carbonitrile